1-(1-isobutoxyprop-1-en-2-yl)-4-(1-(2-(2-isopropoxyethoxy)ethoxy)prop-1-en-2-yl)benzene C(C(C)C)OC=C(C)C1=CC=C(C=C1)C(=COCCOCCOC(C)C)C